methyl (13E)-docos-13-enoate C(CCCCCCCCCCC\C=C\CCCCCCCC)(=O)OC